COC([C@@H](O)CC(=O)OC)=O L-malic acid dimethyl ester